OC(C)(C)C1=CC=C(C=C1)C(C)(C)O α,α'-dihydroxy-1,4-diisopropylbenzene